C1(=CC=CC=C1)CCCC1=NOC(=N1)C1N(CC(C1)CC1CCC1)S(=O)(=O)CC1=CC=CC=C1 3-(3-phenylpropyl)-5-(1-benzylsulfonyl-4-cyclobutylmethyl-pyrrolidin-2-yl)-1,2,4-oxadiazole